ClC=1C=C2C(NC=NC2=C(C1)OC(F)F)=O 6-chloro-8-(difluoromethoxy)-3H-quinazolin-4-one